FC=1C=C(C=CC1)NC(=O)C1=NC(=NC(=C1)N1CCCCC1)N1C=NC=C1 N-(3-fluorophenyl)-2-(1H-imidazol-1-yl)-6-(piperidin-1-yl)pyrimidine-4-carboxamide